[Mn+2].ClC1(N2CCN(CCCN(CCN(CC1)CCCCCCCC)CC2)C)Cl Dichloro-5-n-octyl-12-methyl-1,5,8,12-tetraaza-bicyclo[6.6.2]hexadecane Manganese(II)